NC1=NC=NN2C1=C(C(=C2)C2=CC=C(C=C2)NC(C(=C)C)=O)C2=CC=C(C(=O)NCC(C)(C)OC)C=C2 4-(4-amino-6-(4-methacrylamidophenyl)pyrrolo[2,1-f][1,2,4]triazin-5-yl)-N-(2-methoxy-2-methylpropyl)benzamide